[Cl-].NCC[N+](C)(C)C (2-aminoethyl)trimethylammonium chloride salt